3-[5-[3-[4-(4-aminophenyl)piperazin-1-yl]-8-azaspiro[4.5]decan-8-yl]-6-fluoro-1-hydroxy-3-oxoisoindolin-2-yl]piperidine-2,6-dione NC1=CC=C(C=C1)N1CCN(CC1)C1CCC2(C1)CCN(CC2)C=2C=C1C(N(C(C1=CC2F)O)C2C(NC(CC2)=O)=O)=O